ON1N=NC2=C1C=CC=C2 1-N-hydroxybenzotriazole